P(=O)(O)(O)O.FC=1C=C(C=CC1C=1C=NC(=CC1)C=1N=NN(N1)C1CC1)N1C(O[C@@H](C1)C(F)O)=O (S)-3-(3-fluoro-4-(6-(2-cyclopropyl-2H-tetrazol-5-yl)pyridin-3-yl)phenyl)-5-(hydroxyfluoromethyl)oxazolidin-2-one phosphate